(4-chlorophenyl)ammonium tetra(4-chlorophenyl)borate ClC1=CC=C(C=C1)[B-](C1=CC=C(C=C1)Cl)(C1=CC=C(C=C1)Cl)C1=CC=C(C=C1)Cl.ClC1=CC=C(C=C1)[NH3+]